NC1=C2C(=NC=N1)N(N=C2C2=CC(=C(C=C2)NC(=O)OC2=CC=CC=C2)F)C2CN(CCC2)C(=O)OC(C)(C)C tert-butyl 3-(4-amino-3-(3-fluoro-4-((phenoxycarbonyl)amino)phenyl)-1H-pyrazolo[3,4-d]pyrimidin-1-yl)piperidine-1-carboxylate